C1(=C(C=CC=C1)CN1C(C(C2=CC=C(C=C12)C(=O)NC1=CNC2=CC=CC=C12)(C)C)=O)C1=CC=CC=C1 1-([1,1'-Biphenyl]-2-ylmethyl)-N-(1H-indol-3-yl)-3,3-dimethyl-2-oxoindoline-6-carboxamide